1,2-diamino-5-(4-chlorophenyl)-3-(1,5-dimethyl-1H-pyrazol-4-yl)pyrazin-1-ium 2,4,6-trimethylbenzenesulfonate CC1=C(C(=CC(=C1)C)C)S(=O)(=O)[O-].N[N+]1=C(C(=NC(=C1)C1=CC=C(C=C1)Cl)C=1C=NN(C1C)C)N